N-Benzo[1,3]dioxol-5-yl-6-morpholin-4-yl-N1-m-tolyl-[1,3,5]triazine-2,4-diamine hydrochloride Cl.O1COC2=C1C=CC(=C2)NC2N(C(=NC(=N2)N)N2CCOCC2)C=2C=C(C=CC2)C